N=1NN=C(C1)C1(CN(CCC1)C(=O)OCC1=CC=CC=C1)C(=O)OC 1-Benzyl 3-methyl 3-(2H-1,2,3-triazol-4-yl)piperidine-1,3-dicarboxylate